S1C=NC2=C1C=C(C=C2)NC2=NC=NC1=CC(=CC(=C21)OC2C(COC2)O)C=2C=NN(C2)C 4-((4-(benzo[d]thiazol-6-ylamino)-7-(1-methyl-1H-pyrazol-4-yl)quinazolin-5-yl)oxy)tetrahydrofuran-3-ol